5-(2-Chlorophenyl)-1,7-dimethyl-1,5-dihydro-4H-imidazo[4,5-c][1,8]naphthyridin-4-one ClC1=C(C=CC=C1)N1C(C2=C(C=3C=CC(=NC13)C)N(C=N2)C)=O